CC1=C(C(=NC=C1)C#N)C[C@H]1N(C(C2=CC=CC=C12)=O)CC1CC2(C1)OC(NC2)=O 4-methyl-3-(((R)-3-oxo-2-(((2s,4S)-6-oxo-5-oxa-7-azaspiro[3.4]octan-2-yl)methyl)isoindolin-1-yl)methyl)picolinonitrile